1-(2-nitrophenyl)piperazine hydrochloride salt Cl.[N+](=O)([O-])C1=C(C=CC=C1)N1CCNCC1